[Na+].C(=CC)OC(C(C)O)S(=O)(=O)[O-] 1-propenyloxy-2-hydroxypropanesulfonate sodium salt